hydroxyethyl-trimethylammonium nitrate [N+](=O)([O-])[O-].OCC[N+](C)(C)C